[C@H]12N(C[C@H](NC1)C2)C2=CC(=C(C=C2)C=2N(C1=NC=NC(=C1N2)OC2(CC2)C)CC2=NC=CC(=C2)C)Cl 8-(4-((1R,4R)-2,5-diazabicyclo[2.2.1]heptan-2-yl)-2-chlorophenyl)-6-(1-methylcyclopropoxy)-9-((4-methylpyridin-2-yl)methyl)-9H-purine